C(C1=CC=CC=C1)ON[C@@H]1CC[C@H](NC1)C(=O)O (2S,5R)-5-[(benzyloxy)amino]piperidine-2-carboxylic acid